ClC1=CC=C(C=C1)[C@H]([C@@H](C(=O)O)C)N1[C@@](C2=C(C=C(C=C2C1=O)[C@](CC)(C1CCOCC1)O)F)(OC)C1=CC=C(C=C1)Cl (2S,3S)-3-(4-chlorophenyl)-3-[(1R)-1-(4-chlorophenyl)-7-fluoro-5-[(1S)-1-hydroxy-1-(oxan-4-yl)propyl]-1-methoxy-3-oxo-2,3-dihydro-1H-isoindol-2-yl]-2-methylpropanoic acid